C(C)(C)(C)OC(=O)N([C@H](C)C1=CC=CC2=CC=CC=C12)C[C@@H]1OC2=CC=CC=C2C(C1)C=1C=CC(=C(C(=O)OC)C1)C methyl 5-((2R)-2-(((tert-Butoxycarbonyl) ((R)-1-(naphthalen-1-yl) ethyl) amino) methyl) chroman-4-yl)-2-methylbenzoate